FC=1C=CC(=C(C1)C(C)=O)OCC(=C)COC 1-(5-fluoro-2-((2-(methoxymethyl)allyl)oxy)phenyl)ethan-1-one